5,6-bis(benzyloxy)cyclohexa-1,3-diene C(C1=CC=CC=C1)OC1C=CC=CC1OCC1=CC=CC=C1